N-(2-((1-amino-1-oxo-3-phenylpropan-2-yl)amino)-2-oxoethyl)-4-(4-((dibenzylamino)methyl)-1H-1,2,3-triazol-1-yl)benzamide NC(C(CC1=CC=CC=C1)NC(CNC(C1=CC=C(C=C1)N1N=NC(=C1)CN(CC1=CC=CC=C1)CC1=CC=CC=C1)=O)=O)=O